5-chloro-3-hydroxy-8-((1-(thiophen-2-yl)-1H-indazol-6-yl)sulfonyl)quinazoline-2,4(1H,3H)-dione ClC1=C2C(N(C(NC2=C(C=C1)S(=O)(=O)C1=CC=C2C=NN(C2=C1)C=1SC=CC1)=O)O)=O